ClC=1C=CC(=C(C1)C1=CC(=C(N=N1)C)NC1=CC(=NC=C1)NC(CCN1CCN(CC1)CCO)=O)F N-(4-{[6-(5-chloro-2-fluorophenyl)-3-methylpyridazin-4-yl]amino}pyridin-2-yl)-3-[4-(2-hydroxyethyl)piperazin-1-yl]propanamide